1-(((R)-7-((2S,4R)-2-(2,5-Difluorophenyl)-4-(methylamino)piperidine-1-carbonyl)-7-azaspiro[4.5]decan-10-yl)methyl)-4-phenylpyridin-2(1H)-one FC1=C(C=C(C=C1)F)[C@H]1N(CC[C@H](C1)NC)C(=O)N1CC2(CCCC2)[C@@H](CC1)CN1C(C=C(C=C1)C1=CC=CC=C1)=O